CN(C1CCN(CC1)C=1C=CC=2N(C(C=C(N2)C2=NN3C(C(=NC(=C3)C)C)=C2)=O)C1)C 7-[4-(dimethylamino)piperidin-1-yl]-2-(4,6-dimethylpyrazolo[1,5-a]pyrazin-2-yl)-4H-pyrido[1,2-a]pyrimidin-4-one